FC1=C(C=CC(=C1)F)C1=C(C=C2C(=NC(N3C2=C1SC[C@H](C3)OC)=O)O)C(F)(F)F (S)-11-(2,4-difluorophenyl)-8-hydroxy-3-methoxy-10-(trifluoromethyl)-3,4-dihydro-2H,6H-[1,4]thiazepino[2,3,4-ij]quinazolin-6-one